CC(C(=O)OCCl)(CCCC(=O)OC(C)(C)C)C 6-(tert-butyl) 1-(chloromethyl) 2,2-dimethylhexanedioate